(2S)-2-(9H-fluoren-9-ylmethoxycarbonylamino)-2-indan-2-yl-acetic acid C1=CC=CC=2C3=CC=CC=C3C(C12)COC(=O)N[C@H](C(=O)O)C1CC2=CC=CC=C2C1